BrC1=CC=CC=2C3=CC=CC=C3NC12 1-bromo-9H-carbazole